C=CC1=C(CCCCCCCCCCCCCCC)O1 (6z,9z)-3,4-epoxynonadecadiene